BrC1=C(C=NN1C)C(=O)OCC ethyl 5-bromo-1-methyl-1H-pyrazole-4-carboxylate